(S)-6-(1-amino-1,3-dihydro-spiro[inden-2,4'-piperidin]-1'-yl)-3-(1-(thiophen-2-yl)vinyl)-1,5-dihydro-4H-pyrazolo[3,4-d]pyrimidin-4-one N[C@@H]1C2=CC=CC=C2CC12CCN(CC2)C=2NC(C1=C(N2)NN=C1C(=C)C=1SC=CC1)=O